CS\C=C(/C)\C(C#N)(C#N)C(=C)C1=C(C=CC=C1)Br (E)-2-(1-(methylthio)prop-1-en-2-yl)-2-(1-(2-bromophenyl)vinyl)malononitrile